C1(NCCC2=CC=CC=C12)=O 1,2,3,4-tetrahydroisoquinolin-1-one